ClC=1C(=C(C=CC1)N1CCN(CC1)C(CN1N=C(C=2CC(CCC12)F)C(=O)N1CCC(CC1)NC(C)=O)=O)C N-(1-(1-(2-(4-(3-chloro-2-methylphenyl)piperazin-1-yl)-2-oxoethyl)-5-fluoro-4,5,6,7-tetrahydro-1H-indazole-3-carbonyl)piperidin-4-yl)acetamide